2-amino-3-bromo-N-((6-methoxy-3-pyridazinyl)methyl)-N-((1R)-1-(2-pyrimidinyl)ethyl)-6-quinolinecarboxamide NC1=NC2=CC=C(C=C2C=C1Br)C(=O)N([C@H](C)C1=NC=CC=N1)CC=1N=NC(=CC1)OC